C(#C)C1=CC(=C(C=C1)C1=C(C=C(N=N1)C(C(=O)N)NC)C)O (6-(4-ethynyl-2-hydroxyphenyl)-5-methylpyridazin-3-yl)-2-(methylamino)acetamide